7-(3,4-dimethoxyphenyl)-N-(4-(4-methylpiperazine-1-carbonyl)phenyl)pyrazolo[1,5-a]pyrimidine-2-carboxamide COC=1C=C(C=CC1OC)C1=CC=NC=2N1N=C(C2)C(=O)NC2=CC=C(C=C2)C(=O)N2CCN(CC2)C